COC1=C(C(=CC=C1)OC)C1=CC(=NN1CC(C)C)C(=O)N[C@H](CC(=O)NCC(=O)O)CC(C)C 2-[(3S)-3-{[5-(2,6-dimethoxyphenyl)-1-(2-methylpropyl)-1H-pyrazol-3-yl]formamido}-5-methylhexanamido]acetic acid